ClC=1N=CC2=C(N1)C(=C(N=C2)Cl)F 2,7-dichloro-8-fluoro-pyrido[4,3-d]pyrimidin